N-[2-(4-methoxyphenyl)ethyl]-2-[1-[(4-methylphenyl)methyl]-5-oxopyrrolidin-2-yl]acetamide COC1=CC=C(C=C1)CCNC(CC1N(C(CC1)=O)CC1=CC=C(C=C1)C)=O